C(CCCCCCCCCCCCCCC)OC[C@@H](OC(CCC)=O)COP(=O)([O-])OCC[N+](C)(C)C 1-hexadecyl-2-butyryl-sn-glycero-3-phosphocholine